FC(OC1=C(C=C(C=C1)C=1N=C(NC1)C1N(CCCC1)C(C(C)SC)=O)F)F 1-(2-(4-(4-(difluoromethoxy)-3-fluorophenyl)-1H-imidazol-2-yl)piperidin-1-yl)-2-(methyl-thio)propan-1-one